NC1=CC(=C2O[C@@H](CCCC(C[C@@](C3=NN=C(C1=N2)O3)(C(F)(F)F)OCC3=CC=CC=C3)=O)C)C(F)(F)F (6R,12R)-17-amino-6-benzyloxy-12-methyl-6,15-bis(trifluoromethyl)-13,19-dioxa-3,4,18-triazatricyclo[12.3.1.12,5]nonadeca-1(18),2,4,14,16-pentaen-8-one